ethyl (E)-3-(2-((4-(2-(4-chloro-2-fluorophenyl)-2-methylbenzo[d][1,3]dioxol-4-yl)piperidin-1-yl)methyl)-1-((1-(methyl sulfonyl)azetidin-3-yl)methyl)-1H-imidazol-5-yl)acrylate ClC1=CC(=C(C=C1)C1(OC2=C(O1)C=CC=C2C2CCN(CC2)CC=2N(C(=CN2)/C=C/C(=O)OCC)CC2CN(C2)S(=O)(=O)C)C)F